Sodium (2S,5R)-N'-(methylsulfonyl)-7-oxo-6-(sulfooxy)-1,6-diazabicyclo[3.2.1]octane-2-carbohydrazide CS(=O)(=O)NNC(=O)[C@H]1N2C(N([C@H](CC1)C2)OS(=O)(=O)O)=O.[Na]